N1CC(C1)NC(=O)N1CCN(CC1)C(C1=C(C=C(C=C1)NC=1C=2N(C=CN1)C(=CN2)C=2C(=NNC2)C(F)(F)F)Cl)=O N-(azetidin-3-yl)-4-[2-chloro-4-[[3-[3-(trifluoromethyl)-1H-pyrazol-4-yl]imidazo[1,2-a]pyrazin-8-yl]amino]benzoyl]piperazine-1-carboxamide